ClC1=C(C#N)C=CC(=C1)N1CC2(C[C@H]1C)CCN(CC2)C2=CC=C(C=C2)C(=O)N2CCC2CN2CCN(CC2)C2=CC(=CC=C2)N[C@H]2C(NC(CC2)=O)=O 2-Chloro-4-((R)-8-(4-(4-((4-(3-(((R)-2,6-dioxopiperidin-3-yl)amino)phenyl)piperazin-1-yl)methyl)azetidine-1-carbonyl)phenyl)-3-methyl-2,8-diazaspiro[4.5]decan-2-yl)benzonitrile